ClC1=NC=C(C(=C1)N1C[C@H]([C@@H](CC1)NC(OC(C)(C)C)=O)O)C=1C=NN(C1)C(F)F tert-butyl N-[(3R,4R)-1-[2-chloro-5-[1-(difluoromethyl)pyrazol-4-yl]-4-pyridyl]-3-hydroxy-4-piperidyl]carbamate